(19R)-22-amino-16-fluoro-19-methyl-20-oxa-5,6,11,12,23-pentaazapentacyclo[19.3.1.02,6.08,12.013,18]pentacosa-1(24),2,4,8,10,13,15,17,21(25),22-decaene-3-carbonitrile NC=1C=2O[C@@H](C3=CC(=CC=C3N3N=CC=C3CN3N=CC(=C3C(=CN1)C2)C#N)F)C